C(C)C1=C(C=NC=C1B1OC(C(O1)(C)C)(C)C)NC(OC(C)(C)C)=O (±)-tert-butyl N-[4-ethyl-5-(4,4,5,5-tetramethyl-1,3,2-dioxaborolan-2-yl)-3-pyridyl]carbamate